CC1=C(N=C(C(=C1C(=O)O)F)C[C@@]1(C[C@H](N(CC1)CC1=C(C(=CC=C1)Cl)F)C)C(=O)OC(C)(C)C)NC1=NN(C(=C1)C)C(C)(C)C methyl-2-(((2R,4R)-4-(tert-butoxycarbonyl)-1-(3-chloro-2-fluorobenzyl)-2-methylpiperidin-4-yl)methyl)-6-((1-(tert-butyl)-5-methyl-1H-pyrazol-3-yl)amino)-3-fluoroisonicotinic acid